ClC1=NC(=C(C(=O)O)C=C1)NC1=CC=CC=C1 6-chloro-2-(anilino)nicotinic acid